tyrosinethiol N[C@@H](CC1=CC=C(C=C1)O)CS